C(C)(C)(C)OC(=O)N1CC(C1)C1=CN(C2=CN=CC=C21)C2=C(C=C(C=C2)F)C(N(C(C)C)C(C)C)=O 3-(1-(2-(diisopropylcarbamoyl)-4-fluorophenyl)-1H-pyrrolo[2,3-c]pyridin-3-yl)azetidine-1-carboxylic acid tert-butyl ester